[Cl-].[Li+].C(C1=CC=CC=C1)N(CC1=CC=CC=C1)[Mg]Cl dibenzylaminomagnesium chloride lithium chloride